BrC=1C=CC=C2CCN(C12)C(CC=1N=C(SC1)COC1=CC=CC=C1)=O 1-(7-Bromoindolin-1-yl)-2-(2-(phenoxymethyl)thiazol-4-yl)ethan-1-one